(1r,4r)-4-(8-(2,4-dichloro-6-fluorophenylamino)-2-(4,4-difluorocyclohexylamino)-9H-purin-9-yl)-1-methylcyclohexanecarboxamide ClC1=C(C(=CC(=C1)Cl)F)NC=1N(C2=NC(=NC=C2N1)NC1CCC(CC1)(F)F)C1CCC(CC1)(C(=O)N)C